1-octanoylpentyl ether C(CCCCCCC)(=O)C(CCCC)OC(CCCC)C(CCCCCCC)=O